{4-[4-(tert-butoxycarbonyl)phenyl]piperidin-1-yl}acetic acid C(C)(C)(C)OC(=O)C1=CC=C(C=C1)C1CCN(CC1)CC(=O)O